((1R,3s,5S)-8-azabicyclo[3.2.1]oct-3-yl)-N-methyl-4-(2-(1-methyl-1H-pyrazolo[3,4-b]pyridin-3-yl)cyclopropyl)benzamide zinc [Zn].[C@H]12CC(C[C@H](CC1)N2)C2=C(C(=O)NC)C=CC(=C2)C2C(C2)C2=NN(C1=NC=CC=C12)C